ClC=1C=C(C=CC1F)C=1N=CN(C1C=1C=CC=2N(N1)C(=CN2)C#N)CCCCl 6-(4-(3-chloro-4-fluorophenyl)-1-(3-chloropropyl)-1H-imidazol-5-yl)imidazo[1,2-b]pyridazine-3-carbonitrile